3-amino-N-((3R)-7-(9,9-difluoro-3,7-diazabicyclo[3.3.1]nonan-3-yl)chroman-3-yl)-4,6-dimethylthieno[2,3-b]pyridine-2-carboxamide NC1=C(SC2=NC(=CC(=C21)C)C)C(=O)N[C@H]2COC1=CC(=CC=C1C2)N2CC1CNCC(C2)C1(F)F